2-methyl-4-tert-butylphenyl-zirconium CC1=C(C=CC(=C1)C(C)(C)C)[Zr]